C(C=C)SC1=CC=C(C=C1)C 4-methylphenyl allyl sulfide